C12(CC(C1)C2)C=2SC(=C(N2)C=2C(=C(C=CC2)NS(=O)(=O)C2=C(C=CC=C2C(F)(F)F)F)F)C2=NC(=NC=C2)NC2CCS(CC2)(=O)=O N-(3-(2-(bicyclo[1.1.1]pentan-1-yl)-5-(2-((1,1-dioxidotetrahydro-2H-thiopyran-4-yl)amino)pyrimidin-4-yl)thiazol-4-yl)-2-fluorophenyl)-2-fluoro-6-(trifluoromethyl)benzenesulfonamide